(1-(((1-((2,4-Dimethoxybenzyl)amino)isoquinolin-5-yl)amino)methyl)-2-oxabicyclo[3.1.1]heptan-5-yl)methanol COC1=C(CNC2=NC=CC3=C(C=CC=C23)NCC23OCCC(C2)(C3)CO)C=CC(=C1)OC